Dimethyl-3-(2,5-difluorophenyl)-3-(2H-indazol-2-yl)-2,2-dimethylpropionaldehyde CC(C(C(=O)C)(C)C)(N1N=C2C=CC=CC2=C1)C1=C(C=CC(=C1)F)F